FC(C1=NN(C=C1NC(=O)C1=NNC=C1)C1CCNCC1)F 3-((3-(Difluoromethyl)-1-(piperidin-4-yl)-1H-pyrazol-4-yl)carbamoyl)pyrazole